ClC1=CC=C(N=N1)N1C[C@@H](OCC1)CO [(R)-4-(6-Chloro-pyridazin-3-yl)-morpholin-2-yl]-methanol